(S)-N-(4-chloro-3-methylphenyl)pyrrolidine-2-carboxamide ClC1=C(C=C(C=C1)NC(=O)[C@H]1NCCC1)C